C(C1=CC=CC=C1)N1C(NC2=C1C=CC=C2F)=O 1-benzyl-4-fluoro-1,3-dihydro-2H-benzo[d]imidazol-2-one